Sodium di-(3,5,5-trimethylhexyl)sulfosuccinate CC(CCC(C(C(=O)[O-])S(=O)(=O)O)(C(=O)[O-])CCC(CC(C)(C)C)C)CC(C)(C)C.[Na+].[Na+]